ClC1=C(C(=O)NC2=C3C=NN(C3=CC=C2)C2=CC(=C(C=C2)OC(F)(F)F)C)C=C(C=C1)CNC(C(C)(C)C)=O 2-chloro-5-{[(2,2-dimethylpropanoyl)amino]methyl}-N-{1-[3-methyl-4-(trifluoromethoxy)phenyl]-1H-indazole-4-yl}benzamide